NC=1C(=C(C=CC1)C1CCC=2N(C1)C=NC2C(=O)OC)F methyl 6-(3-amino-2-fluorophenyl)-5H,6H,7H,8H-imidazo[1,5-a]pyridine-1-carboxylate